Butenyl-L-carnitine CCCCCCCC/C=C\CCCCCC(CC(=O)O[C@@H](CCC(=O)[O-])[N+](C)(C)C)O